(9Z,12E)-tetradecadien-1-al C(C=CC=CCCCCCCCCC)=O